COC1=C(C=C(C(=C1)N1CCN(CC1)C)C=1C=NN(C1)C)NC=1N=C(C2=C(N1)SC=C2)NC=2C(=C1N=CC=NC1=CC2)P(C)(C)=O (6-((2-((2-methoxy-5-(1-methyl-1H-pyrazol-4-yl)-4-(4-methylpiperazin-1-yl)phenyl)amino)thieno[2,3-d]pyrimidin-4-yl)amino)quinoxalin-5-yl)dimethylphosphine oxide